C1(CC1)N(C(OC(C)(C)C)=O)C1CN(CC1)C=1N=NC(=CC1)C1=CC=C(C=2N=CSC21)N2N=CC=C2 tert-butyl N-cyclopropyl-N-(1-{6-[4-(pyrazol-1-yl)-1,3-benzothiazol-7-yl]pyridazin-3-yl}pyrrolidin-3-yl)carbamate